(4-((1-methylpiperidin-4-yl)carbamoyl)phenyl)nicotinamide CN1CCC(CC1)NC(=O)C1=CC=C(C=C1)C1=C(C(=O)N)C=CC=N1